N=1NC=C2C=C(C=CC12)C(=O)N1CCC(CC1)OC=1C=CC=C2C(=NN(C12)C)C1C(NC(CC1)=O)=O 3-(7-((1-(2H-Indazole-5-carbonyl)piperidin-4-yl)oxy)-1-methyl-1H-indazol-3-yl)-piperidine-2,6-dione